C(C)(C)(C)OC(=O)N1C(C(CC1)O)(C)C 3-hydroxy-2,2-dimethylpyrrolidine-1-carboxylic acid tert-butyl ester